(6R)-6-{[2-(4-methoxyphenyl)-8-(trifluoromethyl)[1,2,4]triazolo[1,5-c]quinazolin-5-yl]amino}-1,4-diazepan-5-one COC1=CC=C(C=C1)C1=NN2C(=NC=3C=C(C=CC3C2=N1)C(F)(F)F)N[C@H]1C(NCCNC1)=O